6,7-dihydrothiazolo[5,4-c]pyridine-5(4H)-carboxylic acid t-butyl ester C(C)(C)(C)OC(=O)N1CC2=C(CC1)N=CS2